P(=O)([O-])([O-])[O-].[N+3] nitrogen phosphate